tert-Butyl 3-[[3-amino-7-(2-chloro-6-methyl-phenyl)-5-isoquinolyl]amino]azetidine-1-carboxylate NC=1N=CC2=CC(=CC(=C2C1)NC1CN(C1)C(=O)OC(C)(C)C)C1=C(C=CC=C1C)Cl